FC1=C(C=CC(=C1)I)NC1=CC2=C(NN=N2)C=C1C(=O)N1CC(C1)(O)[C@H]1NCCCC1 1-({5-[(2-fluoro-4-iodophenyl)amino]-1H-1,2,3-benzotriazol-6-yl}carbonyl)-3-[(2S)-piperidin-2-yl]azetidin-3-ol